ClC1=CC=C(C=C1)NC(C1=CC(=C(C=C1)N(C(=O)NC1=CC=C(C=C1)Cl)CCN1CCCCC1)C)=O N-(4-chlorophenyl)-4-{3-(4-chlorophenyl)-1-[2-(piperidin-1-yl)ethyl]ureido}-3-methylbenzamide